6-(1H-imidazol-1-yl)pyridazine N1(C=NC=C1)C1=CC=CN=N1